4-methoxy-N-(2-oxaspiro[3.5]nonan-7-yl)-5-(1-(2,2,2-trifluoroethyl)-1H-benzo[d][1,2,3]triazol-6-yl)pyrrolo[2,1-f][1,2,4]triazin-7-d-2-amine COC1=NC(=NN2C1=C(C=C2[2H])C=2C=CC1=C(N(N=N1)CC(F)(F)F)C2)NC2CCC1(COC1)CC2